3-(4-(4-bromophenyl)-1H-1,2,3-triazol-1-yl)benzeneFormic acid BrC1=CC=C(C=C1)C=1N=NN(C1)C=1C=C(C=CC1)C(=O)O